2-Decyl-1-tetradecyl acrylate C(C=C)(=O)OCC(CCCCCCCCCCCC)CCCCCCCCCC